C(C)(C)(C)OC1=NC(=CC(=C1)C1=CC(=NC=C1)NC=1N(N=CC1)C)C1=C(C=CC=C1)C(F)(F)F 4-[2-tert-butoxy-6-[2-(trifluoromethyl)phenyl]-4-pyridinyl]-N-(2-methylpyrazol-3-yl)pyridin-2-amine